ethyl-methanol C(C)CO